C(CCCC)([2H])([2H])C=1C=C(C=C(C1)O)O 5-(amyl-1,1-d2)benzene-1,3-diol